3-[4-chloro-5-cyclopropyl-3-(trifluoromethyl)pyrazol-1-yl]-N-methyl-N-(2-methyl-1,3-benzoxazol-6-yl)benzamide ClC=1C(=NN(C1C1CC1)C=1C=C(C(=O)N(C2=CC3=C(N=C(O3)C)C=C2)C)C=CC1)C(F)(F)F